tert-butyl 7-(5-cyano-4-(((dimethylamino)methylene)amino)-2-methoxyphenyl)-4,7-diazaspiro[2.5]octane-4-carboxylate C(#N)C=1C(=CC(=C(C1)N1CCN(C2(CC2)C1)C(=O)OC(C)(C)C)OC)N=CN(C)C